COC(=O)C=1C=C2C=CC=3N=C(OC3C2=CC1)C1=CC=CC=C1 2-phenyl-naphtho[2,1-d]oxazole-7-carboxylic acid methyl ester